(S)-2-Amino-5-methyl-8-oxo-5,6,7,8-tetrahydronaphthalene-1-carbonitrile NC1=C(C=2C(CC[C@@H](C2C=C1)C)=O)C#N